1-(((3S)-1-((3S)-tetrahydro-3-furanylsulfonyl)-3-piperidinyl)carbonyl)-N-(4-(trifluoromethyl)benzyl)-D-prolinamide O1C[C@H](CC1)S(=O)(=O)N1C[C@H](CCC1)C(=O)N1[C@H](CCC1)C(=O)NCC1=CC=C(C=C1)C(F)(F)F